2'-chloro-N-(5-(1-(difluoromethyl)-3-methyl-1H-pyrazole-5-carbonyl)-5,6-dihydro-4H-pyrrolo[3,4-d]thiazol-2-yl)-5'-methoxy-6-methyl-[4,4'-bipyridine]-3-carboxamide ClC1=NC=C(C(=C1)C1=C(C=NC(=C1)C)C(=O)NC=1SC2=C(N1)CN(C2)C(=O)C2=CC(=NN2C(F)F)C)OC